COC1=C(C=C(C(=O)O)C=C1)N(CC(=O)N1CCN(CC1)C)S(=O)(=O)C 4-methoxy-3-(N-(2-(4-methylpiperazin-1-yl)-2-oxoethyl)methylsulfonylamino)benzoic acid